trans-methyl 3-(2-((4-(tert-butoxycarbonyl)cyclohexyl)amino)-5-fluoropyrimidin-4-yl)benzoate C(C)(C)(C)OC(=O)[C@@H]1CC[C@H](CC1)NC1=NC=C(C(=N1)C=1C=C(C(=O)OC)C=CC1)F